CC1CCC2(NC(C1)C2)C(=O)O trans-4-methyl-7-azabicyclo[4.1.1]octane-1-carboxylic acid